5-propynyluracil C(#CC)C=1C(NC(NC1)=O)=O